ethyl (2-(((4-methoxy-3,5-dimethylpyridin-2-yl) methyl) sulfinyl)-1H-benzo[d]imidazol-5-yl) carbonate C(OCC)(OC1=CC2=C(NC(=N2)S(=O)CC2=NC=C(C(=C2C)OC)C)C=C1)=O